(2R,4S,6S)-2'-chloro-2-cyclopropyl-6-(1-methyltriazol-4-yl)-1-(2,2,2-trifluoroacetyl)spiro[piperidine-4,7'-thieno[2,3-c]pyran]-4'-one ClC1=CC2=C([C@]3(OCC2=O)C[C@@H](N([C@@H](C3)C=3N=NN(C3)C)C(C(F)(F)F)=O)C3CC3)S1